The molecule is a tetracyclic diterpenoid that is 1a,2,5,5a,6,9,10,10a-octahydro-1H-2,8a-methanocyclopenta[a]cyclopropa[e][10]annulen-11-one substituted at positions 5, 5a and 6 by hydroxy groups, positions 1, 1, 7 and 9 by methyl groups, position 4 by a hydroxymethyl group and position 1 by an oxo group (the 1aR,2S,5R,5aR,6S,8aS,9R,10aR diastereomer). It is a tetracyclic diterpenoid and a cyclic terpene ketone. C[C@@H]1C[C@@H]2[C@@H](C2(C)C)[C@@H]3C=C([C@H]([C@]4([C@@]1(C3=O)C=C([C@@H]4O)C)O)O)CO